phosphoric acid di-sodium [Na].[Na].P(O)(O)(O)=O